Ethyl 3-(4-chloro-3-methylphenyl)-3-oxopropanoate ClC1=C(C=C(C=C1)C(CC(=O)OCC)=O)C